CN([C@@H](C)C(=O)O)P(=O)(SCCCCCCCC)OC1=CC=C(C=C1)[N+](=O)[O-] Methyl-((4-nitrophenoxy)(octylthio)phosphoryl)-L-alanin